(2S,4R)-1-[(2S)-2-(4-cyclopropyltriazol-1-yl)-3,3-dimethyl-butanoyl]-4-hydroxy-N-(7-oxoazepan-4-yl)pyrrolidine-2-carboxamide C1(CC1)C=1N=NN(C1)[C@H](C(=O)N1[C@@H](C[C@H](C1)O)C(=O)NC1CCNC(CC1)=O)C(C)(C)C